dirhodium tetraphosphate [O-]P([O-])(=O)OP(=O)([O-])OP(=O)([O-])OP(=O)([O-])[O-].[Rh+3].[Rh+3]